2-(4-fluorophenyl)-N-{4-[7-methoxy-3-(pyridin-2-yl)-1-{[2-(trimethylsilyl)ethoxy]methyl}-1H-pyrrolo[3,2-b]pyridin-2-yl]pyridin-2-yl}acetamide FC1=CC=C(C=C1)CC(=O)NC1=NC=CC(=C1)C1=C(C2=NC=CC(=C2N1COCC[Si](C)(C)C)OC)C1=NC=CC=C1